(trifluoromethyl)sulfonium FC(F)(F)[SH2+]